C(C)(C)(C)OC(=O)N1[C@@H](C[C@@]2(CC1)OCCC1=C2SC(=C1)C)C (2'r,7r)-2,2'-dimethyl-spiro[4,5-dihydrothieno[2,3-C]pyran-7,4'-piperidine]-1'-carboxylic acid tert-butyl ester